ethylene glycol di(3-mercapto propionate) SCCC(=O)OCCOC(CCS)=O